CC1(OCCO1)C1=CC=CC=C1 2-methyl-2-phenyl-1,3-dioxolane